FC=1C(=C(C=C2C=CC(=CC12)OCCN(CCC#N)C)O)N1S(NC(C1)=O)(=O)=O 3-[(2-{[8-fluoro-6-hydroxy-7-(1,1,4-trioxo-1λ6,2,5-thiadiazolidin-2-yl)naphthalen-2-yl]oxy}ethyl)(methyl)amino]propanenitrile